C(CCCCCCCCC)(=O)OC(COC(C(=CCCCCCC)C(CCCCCC)=O)=O)C(CCC=O)OC(CCCCCCCCC)=O decanoic acid 2-(decanoyloxy)-1-[(2-heptanoylnonenoyl) oxy]-6-oxohexane-3-yl ester